(7R,14R)-1-(difluoromethoxy)-11-(3-(difluoromethyl)-4-(dimethylphosphoryl)phenyl)-6-(methyl-d3)-6,7-dihydro-7,14-methanobenzo[f]benzo[4,5]imidazo[1,2-a][1,4]diazocin-5(14H)-one FC(OC1=CC=CC=2C(N([C@H]3C=4N([C@@H](C21)C3)C3=C(N4)C=CC(=C3)C3=CC(=C(C=C3)P(=O)(C)C)C(F)F)C([2H])([2H])[2H])=O)F